butyl (tert-butoxycarbonyl)-L-homocysteinate C(C)(C)(C)OC(=O)N[C@@H](CCS)C(=O)OCCCC